BrC1=CC=C(OCC2CO2)C=C1 2-[(4-Bromophenoxy)methyl] ethylene oxide